CCCCCC/C=C\CCCCCCCCCC(=O)O[C@H](COC(=O)CCCC/C=C\C/C=C\C/C=C\C/C=C\CC)COP(=O)([O-])OCC[N+](C)(C)C 1-(6Z,9Z,12Z,15Z-octadecatetraenoyl)-2-(11Z-octadecenoyl)-sn-glycero-3-phosphocholine